[7,8-dichloro-6-(2-fluoro-5-methoxy-phenyl)-4H-[1,2,4]triazolo[1,5-a][1,4]benzodiazepin-2-yl]-(3-methoxyazetidin-1-yl)methanone ClC1=C(C=CC2=C1C(=NCC=1N2N=C(N1)C(=O)N1CC(C1)OC)C1=C(C=CC(=C1)OC)F)Cl